C[Si](CCOC(=O)ON1C(CCC1=O)=O)(C)C 1-({[2-(Trimethylsilyl)ethoxy]carbonyl}oxy)pyrrolidin-2,5-dion